ClC1=NC=C(C(=N1)NCC1=C(C=CC=C1)OC(F)(F)F)C(=O)N 2-chloro-4-[(2-trifluoromethoxy-benzyl)amino]pyrimidin-5-carboxamide